BrC1=C2C(=CNC2=CC=C1)CC1CC=C(CN1C)C(=O)OCC[Si](C)(C)C 2-(trimethylsilyl)ethyl 6-((4-bromo-1H-indol-3-yl) methyl)-1-methyl-1,2,5,6-tetrahydropyridine-3-carboxylate